FC=1C=C(C=2C(=NNC2C1)C=O)C(=O)O 6-FLUORO-3-FORMYL-4-INDAZOLECARBOXYLIC ACID